ClC1=CC(=NC(=N1)N)NC1CC1 6-chloro-N4-cyclopropyl-pyrimidine-2,4-diamine